ClC=1C=C2C(=NC1)NC=C2C=2N=CC1=C(N2)N(C=C1F)C1CC2CCC1CC2 3-(2-(5-chloro-1H-pyrrolo[2,3-b]pyridin-3-yl)-5-fluoro-7H-pyrrolo[2,3-d]pyrimidin-7-yl)bicyclo[2.2.2]octane